CN(C)CCC(C(=O)C(=C)C)Cl dimethylaminoethylmethacryl-methyl chloride